4-(3-butenyl)styrene methyl-(±)-4-((1-(tert-butoxycarbonyl)pyrrolidin-2-yl)methoxy)-6-methylpicolinate COC(C1=NC(=CC(=C1)OC[C@@H]1N(CCC1)C(=O)OC(C)(C)C)C)=O.C(CC=C)C1=CC=C(C=C)C=C1 |r|